FC(CO)(C1=NC=CC(=C1)C1=CC=C(C=C1)S(=O)(=O)[C@@H]1CC[C@H](CC1)NC1=NC=C(C=C1)C(F)(F)F)F 2,2-difluoro-2-(4-(4-((trans-4-((5-(trifluoromethyl)pyridin-2-yl)amino)cyclohexyl)sulfonyl)phenyl)pyridin-2-yl)ethan-1-ol